formyl-CoA oxalate C(C(=O)O)(=O)O.C(=O)SCCNC(CCNC([C@@H](C(COP(OP(OC[C@@H]1[C@H]([C@H]([C@@H](O1)N1C=NC=2C(N)=NC=NC12)O)OP(=O)(O)O)(=O)O)(=O)O)(C)C)O)=O)=O